tert-butyl N-[(1S)-2-[[6-(4-tert-butyl-2-methyl-phenyl)-2-methyl-4-oxo-1H-pyridin-3-yl]methylamino]-1-methyl-2-oxo-ethyl]carbamate C(C)(C)(C)C1=CC(=C(C=C1)C1=CC(C(=C(N1)C)CNC([C@H](C)NC(OC(C)(C)C)=O)=O)=O)C